C(#N)CCNC(=O)NC1=NC=C(C(=C1)C)B1OC(C(O1)(C)C)(C)C 1-(2-cyanoethyl)-3-[4-methyl-5-(4,4,5,5-tetramethyl-1,3,2-dioxaborolan-2-yl)-2-pyridyl]urea